1-tert-butyl 2-methyl (2S,4R)-4-methylpyrrolidine-1,2-dicarboxylate C[C@@H]1C[C@H](N(C1)C(=O)OC(C)(C)C)C(=O)OC